5-nitro-2-(2-methyl-4-(dimethylamino)phenyl-azo)thiazole [N+](=O)([O-])C1=CN=C(S1)N=NC1=C(C=C(C=C1)N(C)C)C